tert-butyl N-[5-[(1R)-1-[[3,5-bis(trifluoromethyl) benzoyl]amino]ethyl]-1-pyrimidin-2-yl-1,2,4-triazol-3-yl]-N-methyl-carbamate FC(C=1C=C(C(=O)N[C@H](C)C2=NC(=NN2C2=NC=CC=N2)N(C(OC(C)(C)C)=O)C)C=C(C1)C(F)(F)F)(F)F